FC1=C(C(=C(C=C1)OC)COC1=C(C=C(C(=C1)I)F)OC)F 1,2-difluoro-3-((4-fluoro-5-iodo-2-methoxyphenoxy)methyl)-4-methoxybenzene